4-((4-((2-(5-(2-(ethyl(isopropyl)carbamoyl)-4-fluorophenoxy)pyrimidine-4-yl)-2,7-diazaspiro[3.5]nonan-7-yl)methyl)piperidin-1-yl)sulfonyl)piperazine-1-carboxylic acid tert-butyl ester C(C)(C)(C)OC(=O)N1CCN(CC1)S(=O)(=O)N1CCC(CC1)CN1CCC2(CN(C2)C2=NC=NC=C2OC2=C(C=C(C=C2)F)C(N(C(C)C)CC)=O)CC1